C(CCC)C1(C(C2=C(C(=C(C=C2C1)OCCCC(=O)O)Cl)Cl)=O)C1CCCC1 4-((2-butyl-6,7-dichloro-2-cyclopentyl-1-oxo-2,3-dihydro-1H-inden-5-yl)oxy)butanoic acid